CON=CCOC=1C=CC(=NC1)C=O 5-[2-(methoxyimino)ethoxy]pyridine-2-carbaldehyde